N-(4-(3-ethyl-4-(ethylsulfonylamino)phenyl)-1H-pyrrolo[2,3-b]pyridin-6-yl)cyclopropylcarboxamide C(C)C=1C=C(C=CC1NS(=O)(=O)CC)C1=C2C(=NC(=C1)NC(=O)C1CC1)NC=C2